2-methyl-2-ethyl-1,3-propanediol CC(CO)(CO)CC